1-Benzyl 4-[2-(tert-butoxycarbonylamino)ethoxy]piperidine-1-carboxylate C(C)(C)(C)OC(=O)NCCOC1CCN(CC1)C(=O)OCC1=CC=CC=C1